bis(diethylamino)aminosilane C(C)N(CC)N(N(CC)CC)[SiH3]